FC(C1=CC=C(C=C1)[B-](C1=CC=C(C=C1)C(F)(F)F)(C1=CC=C(C=C1)C(F)(F)F)C1=CC=C(C=C1)C(F)(F)F)(F)F.C(CCCCCCCCCCCCCCCCC)[NH+](C)CCCCCCCCCCCCCCCCCC dioctadecyl-methylammonium tetrakis[4-(trifluoromethyl)phenyl]borate